CC=1N=NC(=C(N1)N[C@H]1CN(CC1)C)[C@H](C)C1=CC=CC=C1 3-methyl-N-((R)-1-methylpyrrolidin-3-yl)-6-((R)-1-phenylethyl)-1,2,4-triazin-5-amine